ClC1=CC2=C(C=N1)C(=NN2C2OCCCC2)NC 6-chloro-N-methyl-1-(tetrahydro-2H-pyran-2-yl)-1H-pyrazolo[4,3-c]pyridin-3-amine